C1N(CCC2=CC=CC=C12)C[C@H](CN1CCOC2=C(C1=O)C=CC(=C2)C(=O)N2C1COCC2CC1)O 4-[(2R)-3-(3,4-dihydro-1H-isoquinolin-2-yl)-2-hydroxy-propyl]-8-(3-oxa-8-azabicyclo[3.2.1]octan-8-carbonyl)-2,3-dihydro-1,4-benzoxazepin-5-one